3-(5-hydroxy-5-methyl-6-oxo-6,7-dihydro-5H-pyrrolo[2,3-d]pyrimidin-4-yl)benzoic acid OC1(C(NC=2N=CN=C(C21)C=2C=C(C(=O)O)C=CC2)=O)C